ClC=1C=C2CCC[C@]3(C2=CC1)CN(C1=C(OC3)C=CC(=C1)C(=O)OC(C)(C)C)C[C@H]1[C@@H](CC1)[C@H](C=C)O (S)-TERTBUTYL 6'-CHLORO-5-(((1R,2R)-2-((S)-1-HYDROXYALLYL)CYCLOBUTYL)METHYL)-3',4,4',5-TETRAHYDRO-2H,2'H-SPIRO[BENZO[B][1,4]OXAZEPINE-3,1'-NAPHTHALENE]-7-CARBOXYLATE